2-(((2,6-diisopropylphenoxy)carbonyl)oxy)-N,N,N-trimethylethan-1-aminium methanesulfonate CS(=O)(=O)[O-].C(C)(C)C1=C(OC(=O)OCC[N+](C)(C)C)C(=CC=C1)C(C)C